[Br-].BrC=1C=C(CN2N=C[N+](=C2)C)C=CC1 1-(3-bromobenzyl)-4-methyl-1H-1,2,4-triazol-4-ium bromide